fluoro-phosphonate FP([O-])([O-])=O